(S)-(4-aminophenyl)(3-((4-(2-phenylpyrazolo[1,5-a]pyridin-3-yl)pyrimidin-2-yl)amino)piperidin-1-yl)methanone NC1=CC=C(C=C1)C(=O)N1C[C@H](CCC1)NC1=NC=CC(=N1)C=1C(=NN2C1C=CC=C2)C2=CC=CC=C2